2-(cyclobutylamino)-8-(4-(difluoromethoxy)phenyl)-6-(quinolin-6-yl)pyrido[4,3-d]pyrimidin C1(CCC1)NC=1N=CC2=C(N1)C(=CN(C2)C=2C=C1C=CC=NC1=CC2)C2=CC=C(C=C2)OC(F)F